Bis-(4-Amino-3-ethyl-5-methylcyclohexyl)methan NC1C(CC(CC1C)CC1CC(C(C(C1)C)N)CC)CC